C(C1=CC=CC=C1)OC1CCC=2C1=C(C=C1C(C=C(N(C21)CC)CO)=O)F 7-(benzyloxy)-1-ethyl-6-fluoro-2-(hydroxymethyl)-1H,4H,7H,8H,9H-cyclopenta[h]quinolin-4-one